O(C1=CC=CC=C1)C(C(=O)OC)OC(C1=C(C=CC(=C1)N1C(C2CCCCC2C1=O)=O)Cl)=O 2-chloro-5-(1,3-dioxooctahydro-2H-isoindol-2-yl)benzoic acid (1-phenoxy-1-methoxycarbonylmethyl) ester